2-(methylamino)propane-1,3-diol CNC(CO)CO